ClC1=C2C(=NC(=N1)CC1CC1)NN=C2CC(C(=O)O)C 4-chloro-6-(cyclopropylmethyl)-1H-pyrazolo[3,4-d]pyrimidineisobutyric acid